N=1C=NCC(C1)=O pyrimidin-5(4H)-one